6-chloro-N-{(3S)-4-[2-(4-chloro-3-fluorophenoxy)acetamido]-3-hydroxybicyclo[2.2.2]oct-1-yl}-4-oxo-3,4-dihydro-2H-1-benzopyran-2-carboxamide ClC=1C=CC2=C(C(CC(O2)C(=O)NC23C[C@@H](C(CC2)(CC3)NC(COC3=CC(=C(C=C3)Cl)F)=O)O)=O)C1